BrC=1C=CC2=C(N=C(S2)C2CN(CC(N2C)=O)C)C1 6-(5-bromo-1,3-benzothiazol-2-yl)-1,4-dimethyl-piperazin-2-one